6-(4-pyridyloxy)-1H-indazole N1=CC=C(C=C1)OC1=CC=C2C=NNC2=C1